CC1CN(CCC1)C1=NC=C(C=N1)B1OC(C(O1)(C)C)(C)C 2-(3-methylpiperidin-1-yl)-5-(4,4,5,5-tetramethyl-1,3,2-dioxaborolan-2-yl)pyrimidine